C(C)C1(CCCC=2C3=CC(=CC=C3NC12)F)C(=O)O.CC=1C=C(C=C(C1O)C)CC1=C(C(=C(C(=C1)CC1=CC(=C(C(=C1)C)O)C)O)O)O 4,6-bis[(3,5-dimethyl-4-hydroxyphenyl)methyl]-1,2,3-benzentriol ethyl-6-fluoro-2,3,4,9-tetrahydro-1H-carbazole-1-carboxylate